(S)-2-((6-(4-chlorophenyl)-8-(1-methyl-1H-pyrazol-4-yl)-[1,2,4]triazolo[4,3-a]pyrazin-3-yl)amino)propan-1-ol ClC1=CC=C(C=C1)C=1N=C(C=2N(C1)C(=NN2)N[C@H](CO)C)C=2C=NN(C2)C